ethyl 3-methyl-7-oxo-4,7-dihydrothieno[3,2-b]pyridine-6-carboxylate CC1=CSC2=C1NC=C(C2=O)C(=O)OCC